1,2-bis(3-pyridyl)ethane N1=CC(=CC=C1)CCC=1C=NC=CC1